FC(OC1=CC=CC=2C(N([C@H]3C=4N([C@@H](C21)C3)C3=C(N4)C=CC(=C3)C=3C(=NC(=CC3)P(=O)(C)C)F)C([2H])([2H])[2H])=O)F (7R,14R)-1-(difluoromethoxy)-11-(6-(dimethylphosphoryl)-2-fluoropyridin-3-yl)-6-(methyl-d3)-6,7-dihydro-7,14-methanobenzo[f]benzo[4,5]imidazo[1,2-a][1,4]diazocin-5(14H)-one